FC1(CCN(CC1)S(=O)(=O)C=1C=NC(=CC1C1=C(C=CC=C1)C)OC)C(=O)N[C@H](C)\C=C/S(=O)(=O)C (R,Z)-4-fluoro-1-((6-methoxy-4-(o-tolyl)pyridin-3-yl)sulfonyl)-N-(4-(methylsulfonyl)but-3-en-2-yl)piperidine-4-carboxamide